COC(C1=C(C=CC(=C1)N)C1=NC=C(C=C1)C)=O 5-amino-2-(5-methylpyridin-2-yl)benzoic acid methyl ester